diethylsilyl-bis(methylindenyl)zirconium dibromide [Br-].[Br-].C(C)[SiH](CC)[Zr+2](C1C(=CC2=CC=CC=C12)C)C1C(=CC2=CC=CC=C12)C